1-cyclopentyl-3-iodo-1H-pyrazolo[3,4-d]pyrimidin-4-amine C1(CCCC1)N1N=C(C=2C1=NC=NC2N)I